2-(2-Isopropylphenyl)-N-{3-sulfamoyl-4-[4-(trifluoromethyl)-1H-pyrazol-1-yl]phenyl}acetamide (1R,2S)-5,7-dichloro-1-hydroxy-2,3-dihydro-1H-inden-2-yl-carbamate ClC=1C=C2C[C@@H]([C@@H](C2=C(C1)Cl)O)NC(O)=O.C(C)(C)C1=C(C=CC=C1)CC(=O)NC1=CC(=C(C=C1)N1N=CC(=C1)C(F)(F)F)S(N)(=O)=O